ClC=1C=C(CNC(C(C)(C2=NC=CC=N2)C)=O)C=C(C1C1C(NC(CC1)=O)=O)Cl N-(3,5-dichloro-4-(2,6-dioxopiperidin-3-yl)benzyl)-2-methyl-2-(pyrimidin-2-yl)propanamide